C1(=CC=CC=C1)C1CC=C(C=C1)N1[C@@H](C[C@@H](C1)OC1=NC=C(C=C1)C(F)(F)F)CO ((2s,4s)-1-(4-phenylcyclohex-1,5-dienyl)-4-(5-(trifluoromethyl)pyridin-2-yloxy)pyrrolidin-2-yl)methanol